C(=O)(O)C=1C=C(C=CC1O)NC(=O)C=1C(=C(C(=O)NC=2C=CC(=C(C(=O)O)C2)O)C=C(C1)OCC1=CC=CC=C1)OCC1=CC=CC=C1 5-(3-(3-Carboxy-4-hydroxyphenylaminocarbonyl)-2,5-dibenzyloxybenzamido)-2-hydroxybenzoic acid